COC=1C=C2CCN3C(C2=CC1OC)=C/C(/NC3=O)=N\C(OC(C)(C)C)=O tert-butyl N-[(2E)-9,10-dimethoxy-4-oxo-3H,6H,7H-pyrimido[4,3-a]isoquinolin-2-ylidene]carbamate